ClC1=NC=2N([C@@H](C(N(C2C=N1)C)=O)CC)C1CCCC1 (R)-2-chloro-8-cyclopentyl-7-ethyl-5-methyl-7,8-dihydropteridin-6(5H)-one